2-(7-Chloro-5-methyl-2,3-dihydro-benzo[1,4]dioxin-6-yl)-ethylamine ClC=1C(=C(C2=C(OCCO2)C1)C)CCN